CC=CC 1-methyl-propylene